4-(Pyrimidin-2-yl)piperazine N1=C(N=CC=C1)N1CCNCC1